CN1CCN(CC1)C1=CC=C(C=C1)C1=CC=C2N=CC=3N(C2=C1)C(=NN3)C3CCOCC3 8-(4-(4-methylpiperazin-1-yl)phenyl)-1-(tetrahydro-2H-pyran-4-yl)-[1,2,4]triazolo[4,3-a]quinoxaline